5-(((3-((3-chloro-2-(2-chloro-3-(6-methoxy-5-((((5-oxopyrrolidin-2-yl)methyl)amino)methyl)pyridin-2-yl)phenyl)pyridin-4-yl)amino)-2-fluorobenzyl)amino)methyl)pyrrolidin-2-one ClC=1C(=NC=CC1NC=1C(=C(CNCC2CCC(N2)=O)C=CC1)F)C1=C(C(=CC=C1)C1=NC(=C(C=C1)CNCC1NC(CC1)=O)OC)Cl